C1(CCCC1)NCC1=CC=C(C=C1)C1=CC=2C(N(C(C=3C2C=2C(C(N(C(C12)=O)CCCN1CCOCC1)=O)=CC3NCCN3CCCC3)=O)CCCN3CCOCC3)=O 4-(4-((cyclopentylamino)methyl)phenyl)-2,7-bis(3-morpholinopropyl)-9-((2-(pyrrolidin-1-yl)ethyl)amino)benzo[lmn][3,8]phenanthroline-1,3,6,8(2H,7H)-tetraone